(6Z,9Z,28Z,31Z)-heptatriaconta-6,9,28,31-tetraene-19-yl 4-(dimethylamino)butanoate CN(CCCC(=O)OC(CCCCCCCC\C=C/C\C=C/CCCCC)CCCCCCCC\C=C/C\C=C/CCCCC)C